[3-(difluoromethoxy)azetidin-1-yl]-[(4S)-7-chloro-6-(2,6-difluorophenyl)-4-methyl-8-(trifluoromethyl)-4H-[1,2,4]triazolo[1,5-a][1,4]benzodiazepine-2-Yl]methanone FC(OC1CN(C1)C(=O)C1=NN2C([C@@H](N=C(C3=C2C=CC(=C3Cl)C(F)(F)F)C3=C(C=CC=C3F)F)C)=N1)F